[O-2].[Ta+5].[Sn+4].[La+3].[Li+] lithium lanthanum tin tantalum oxide